N1=C(C=CC=C1)[C@@H](CN)C R-2-pyridinylpropylamine